methyl α-cyano-β-methyl-p-methoxy-cinnamate C(#N)C(C(=O)OC)=C(C1=CC=C(C=C1)OC)C